3-hydroxy-3,4,4-trimethylpentanal oxime OC(CC=NO)(C(C)(C)C)C